4-(4-fluorophenoxy)-2-methoxyaniline FC1=CC=C(OC2=CC(=C(N)C=C2)OC)C=C1